CN(C(=O)C1=CC2=C(N=C(N=C2)NC2=NC=C(C=C2)N2C[C@H](NCC2)C)N1C1CCCC1)C 7-Cyclopentyl-2-[5-((R)-3-methyl-piperazin-1-yl)-pyridin-2-ylamino]-7H-pyrrolo[2,3-d]pyrimidine-6-carboxylic acid dimethylamide